Methyl 3-cyano-4-[4-(dibutoxymethyl)piperidin-1-yl]benzoate C(#N)C=1C=C(C(=O)OC)C=CC1N1CCC(CC1)C(OCCCC)OCCCC